6-((3-(2-(diallylamino)ethyl)-1H-indol-7-yl)oxy)-6-oxohexanoic acid C(C=C)N(CCC1=CNC2=C(C=CC=C12)OC(CCCCC(=O)O)=O)CC=C